COC(=O)C1=CC=2N(C(C(C2S1)(C)C)=O)CC1=CC(=CC(=C1)C(F)(F)F)F 4-(3-Fluoro-5-(trifluoromethyl)benzyl)-6,6-dimethyl-5-oxo-5,6-dihydro-4H-thieno[3,2-b]pyrrole-2-carboxylic acid methyl ester